C(C)C1(C(C1)C(=O)O)CC 2,2-DIETHYLCYCLOPROPANECARBOXYLIC ACID